tert-butyl ((6-bromo-2-methylpyridin-3-yl)methyl)carbamate BrC1=CC=C(C(=N1)C)CNC(OC(C)(C)C)=O